N1-(6-ethoxy-2,3-difluorobenzyl)-4-fluoro-6-methoxybenzene-1,3-diamine C(C)OC1=CC=C(C(=C1CNC1=CC(=C(C=C1OC)F)N)F)F